tert-butyl benzyl(6-((benzyloxy)methyl)-5-bromopyridin-2-yl)carbamate C(C1=CC=CC=C1)N(C(OC(C)(C)C)=O)C1=NC(=C(C=C1)Br)COCC1=CC=CC=C1